The molecule is an arabinotetraose in which the four arabinofuranose residues are in a beta(1->2), alpha(1->5) and alpha(1->5) linear sequence (with alpha-configuration at the reducing end). Corresponds to part of the lipoarabinomannam from Mycobacterium leprae and M. tuberculosis. It has a role as an epitope. C([C@@H]1[C@H]([C@@H]([C@@H](O1)O[C@H]2[C@@H]([C@H](O[C@@H]2OC[C@@H]3[C@H]([C@@H]([C@H](O3)OC[C@@H]4[C@H]([C@@H]([C@H](O4)O)O)O)O)O)CO)O)O)O)O